(4-(Azidomethyl)piperidin-1-yl)(2-chloro-2'-(isopentyloxy)-[1,1'-biphenyl]-4-yl)methanone N(=[N+]=[N-])CC1CCN(CC1)C(=O)C1=CC(=C(C=C1)C1=C(C=CC=C1)OCCC(C)C)Cl